1,3,3-trimethyl-N-(2-methylpropylidene)-5-[(2-methylpropylidene)amino]cyclohexanemethylamine CC1(CC(CC(C1)N=CC(C)C)(C)C)CN=CC(C)C